4-(N,N-DIETHYLAMINOCARBONYL)PHENYLBORONIC ACID C(C)N(C(=O)C1=CC=C(C=C1)B(O)O)CC